CN1C2=C(SC(C1=O)CC(N1CCCC1)=O)N=CC=C2 1-methyl-3-(2-oxo-2-(pyrrolidin-1-yl)ethyl)-1H-pyrido[2,3-b][1,4]thiazin-2(3H)-one